FC=1C(=NC=C(C(=O)N)C1)C 5-fluoro-6-methylnicotinamide